N-(tert-butoxycarbonyl)-4-fluorophenylalanine C(C)(C)(C)OC(=O)N[C@@H](CC1=CC=C(C=C1)F)C(=O)O